N-(1,1-dimethyl-2-oxo-ethyl)-N-(2-methoxyethyl)carbamic acid tert-butyl ester C(C)(C)(C)OC(N(CCOC)C(C=O)(C)C)=O